6-oxa-1,9-diazaspiro[3.6]decan-2-one N1C(CC12COCCNC2)=O